N-[4-(cyanomethyl)-2,5-difluoro-phenyl]-7-methoxy-imidazo[1,2-a]pyridine-3-sulfonamide C(#N)CC1=CC(=C(C=C1F)NS(=O)(=O)C1=CN=C2N1C=CC(=C2)OC)F